diethyl 2-(((3aR,5R,6R,6aR)-6-acetoxy-6-ethynyl-2,2-dimethyl-tetrahydrofuro[2,3-d][1,3]dioxol-5-yl)methoxy)-2-(4-(3-methyl-2-oxotetrahydropyrimidin-1(2H)-yl)benzyl)malonate C(C)(=O)O[C@@]1([C@H](O[C@@H]2OC(O[C@@H]21)(C)C)COC(C(=O)OCC)(C(=O)OCC)CC2=CC=C(C=C2)N2C(N(CCC2)C)=O)C#C